C(C)(C)(C)OC(=O)N1CC(C1)COS(=O)(=O)C1=CC=C(C)C=C1 3-((tosyloxy)methyl)azetidine-1-carboxylic acid tert-butyl ester